S(=O)(=O)(O)[O-].CN1C=[N+](C=C1)CCCCS(=O)(=O)O 1-methyl-3-(4-sulfobutyl)imidazolium hydrogen sulfate